cis-tert-butyl N-[3-[[3-[N'-(2-ethyl-5-fluoro-phenyl)carbamimidoyl]-6-(4-methoxy-2-methyl-phenyl)pyrrolo[1,2-b]pyridazin-4-yl]amino]cyclopentyl]carbamate C(C)C1=C(C=C(C=C1)F)N=C(N)C1=C(C=2N(N=C1)C=C(C2)C2=C(C=C(C=C2)OC)C)N[C@H]2C[C@H](CC2)NC(OC(C)(C)C)=O